N-[3-[4-(3-aminopropylamino)butylamino]propyl]-2-ethyl-4-[[3-[1-(pyridin-3-ylmethyl)-3-(trifluoromethyl)pyrazol-4-yl]imidazo[1,2-a]pyrazin-8-yl]amino]benzamide NCCCNCCCCNCCCNC(C1=C(C=C(C=C1)NC=1C=2N(C=CN1)C(=CN2)C=2C(=NN(C2)CC=2C=NC=CC2)C(F)(F)F)CC)=O